NC1=C(C=CC=C1)C(=O)C1=CC=C(C=C1)OC (2-aminophenyl)(4-methoxyphenyl)methanone